FC(C=1C=C(C=C(C1)C(F)(F)F)[C@H](C)O)(F)F (S)-1-(3,5-bistrifluoromethylphenyl)ethanol